N-(3-carboxyl-1-oxopropyl)-(4S)-(p-phenylphenylmethyl)-4-amino-2R-methyl-butanoic acid ethyl ester sodium salt [Na+].C(C)OC([C@](CCNC(CCC(=O)[O-])=O)(C)CC1=CC=C(C=C1)C1=CC=CC=C1)=O